N-(2-(7-fluoro-2-((4-(piperazin-1-yl)phenyl)amino)quinazolin-8-yl)pyridin-4-yl)acrylamide FC1=CC=C2C=NC(=NC2=C1C1=NC=CC(=C1)NC(C=C)=O)NC1=CC=C(C=C1)N1CCNCC1